N-[(2-amino-6-methyl-imidazo[1,2-a]pyrazin-8-yl)methyl]-2-[tert-butyl(dimethyl)silyl]oxy-ethanesulfonamide NC=1N=C2N(C=C(N=C2CNS(=O)(=O)CCO[Si](C)(C)C(C)(C)C)C)C1